5-Bromo-4-fluoropyridine-2-carboxylic acid methyl ester COC(=O)C1=NC=C(C(=C1)F)Br